Vinyltriisopropoxy-silan C(=C)[Si](OC(C)C)(OC(C)C)OC(C)C